(4-methylphenyl)ethylamine CC1=CC=C(C=C1)CCN